tert-butyl 2-((1S,2R)-2-fluoro-1'-oxo-6'-(2,2-dichloro-1-fluorocyclopropyl)-1'H-spiro[cyclopropane-1,4'-isoquinolin]-2'(3'H)-yl)acetate F[C@@H]1C[C@]12CN(C(C1=CC=C(C=C21)C2(C(C2)(Cl)Cl)F)=O)CC(=O)OC(C)(C)C